NC=1C=CC2=C(C=NO2)C1 5-amino-1,2-benzoxazol